C[C@H]1C2=CNN=C2C2=C(C1)OC(=C2C(F)(F)F)C(=O)OCC |r| ethyl (±)-4-methyl-8-(trifluoromethyl)-4,5-dihydro-2H-furo[2,3-g]indazole-7-carboxylate